ClC1=CC(=C(C=C1)C1=NC(=NC2=C1N=C(N(C2=O)C)C)N2CC(OC(C2)C)C=2C=NN(C2)C2CC2)F 8-(4-chloro-2-fluoro-phenyl)-6-[2-(1-cyclopropylpyrazol-4-yl)-6-methyl-morpholin-4-yl]-2,3-dimethyl-pyrimido[5,4-d]pyrimidin-4-one